8-(cyano)-4-((5-(naphthalen-1-yl)furan-2-yl)methyl)-1-thia-4,8-diazaspiro[4.5]decan-3-one C(#N)N1CCC2(N(C(CS2)=O)CC=2OC(=CC2)C2=CC=CC3=CC=CC=C23)CC1